(R)-7-bromo-5-((1-(dimethylamino)propan-2-yl)oxy)-N-(3-fluoroquinolin-6-yl)quinazolin-4-amine BrC1=CC(=C2C(=NC=NC2=C1)NC=1C=C2C=C(C=NC2=CC1)F)O[C@@H](CN(C)C)C